C(#N)C=1C=NC(=NC1)NC(CN1C(C2=CC=C(C=C2[C@]2([C@@H](C2)F)C1)C1CC1)=O)=O N-(5-cyanopyrimidin-2-yl)-2-[(2'R,4S)-6-cyclopropyl-2'-fluoro-1-oxospiro[3H-isoquinoline-4,1'-cyclopropane]-2-yl]acetamide